NC=1C=C(OCCC#N)C=CC1O 3-(3-amino-4-hydroxyphenoxy)propionitrile